6-chloro-5-methoxy-2,3-dihydro-1H-inden-1-one ClC1=C(C=C2CCC(C2=C1)=O)OC